(S)-3-(3-(4-hydroxy-1,6-dimethyl-2-oxo-1,2-dihydropyridin-3-yl)ureido)-3-(3'-methoxy-5-methylbiphenyl-3-yl)propanoic acid OC1=C(C(N(C(=C1)C)C)=O)NC(N[C@@H](CC(=O)O)C=1C=C(C=C(C1)C)C1=CC(=CC=C1)OC)=O